NCC=1C=CC(=NC1)N1C[C@H](CC1)C(C)(C)O 2-[(3S)-1-[5-(aminomethyl)-2-pyridinyl]pyrrolidin-3-yl]propan-2-ol